(trans-4-fluoro-1-(3-fluoropropyl)pyrrolidin-3-yl)carbamate F[C@H]1[C@@H](CN(C1)CCCF)NC([O-])=O